CN1N=C(C(=C1)C(=O)N)C 1,3-dimethylpyrazole-4-carboxamide